C(CCC)C1(CN(C2=C(S(C1)(=O)=O)C=C(C(=C2)SC)CNC(CC(=O)O)CC(=O)O)C2=CC=CC=C2)CCCC 3-(((3,3-dibutyl-7-methylsulfanyl-1,1-dioxo-5-phenyl-2,3,4,5-tetrahydrobenzo[b][1,4]thiazepin-8-yl)methyl)amino)glutaric acid